(S)-(-)-α-Methylbenzylamine C[C@@H](C1=CC=CC=C1)N